FC(CNC(N(C1=NC=C(C=C1)C=1C=NC(=NC1)OC)[C@@H]1CC[C@H](CC1)NC1=NC=C(C(=N1)N1CCC(CC1)O)C(F)(F)F)=O)F 3-(2,2-difluoroethyl)-1-(trans-4-((4-(4-hydroxypiperidin-1-yl)-5-(trifluoromethyl)pyrimidin-2-yl)amino)cyclohexyl)-1-(5-(2-methoxypyrimidin-5-yl)pyridin-2-yl)urea